N-(2,4-Dimethyl-6-morpholin-4-yl-pyridin-3-yl)-2-p-tolyl-acetamide CC1=NC(=CC(=C1NC(CC1=CC=C(C=C1)C)=O)C)N1CCOCC1